FC1=C(COC2=C(C(N(C(=C2)C)CC=2C=C(CNC(CN)=O)C=CC2)=O)Br)C=CC(=C1)F N-(3-((4-(2,4-difluorobenzyloxy)-3-bromo-6-methyl-2-oxopyridin-1(2H)-yl)methyl)benzyl)-2-aminoacetamide